ClC=1C(=NC=CC1C1=C(C(=CC=C1)C1=CC=C2C(=N1)N(C=C2CNCCO)C)Cl)C2=CC(=C(CNC[C@@H]1CCC(N1)=O)C=C2)OC (S)-5-(((4-(3-chloro-4-(2-chloro-3-(3-(((2-hydroxyethyl)amino)methyl)-1-methyl-1H-pyrrolo[2,3-b]pyridin-6-yl)phenyl)pyridin-2-yl)-2-methoxybenzyl)amino)methyl)pyrrolidin-2-one